C(C)(C)(C)OC(=O)NC(C(=O)OCCCCCCCCCCCBr)CC1=CC(=C(C=C1)O)O 11-bromoundecyl 2-((tert-butoxycarbonyl)amino)-3-(3,4-dihydroxyphenyl)propanoate